Tert-butyl-5-((2-allyl-1-(6-(2-hydroxypropan-2-yl)pyridin-2-yl)-3-oxo-2,3-dihydro-1H-pyrazolo[3,4-d]pyrimidin-6-yl)amino)-isoindoline-2-carboxylate C(C)(C)(C)OC(=O)N1CC2=CC=C(C=C2C1)NC1=NC=C2C(=N1)N(N(C2=O)CC=C)C2=NC(=CC=C2)C(C)(C)O